NCC=1N=C(NC1)C(=O)O 4-AMINOMETHYL-1H-IMIDAZOLE-2-CARBOXYLIC ACID